4-(4-(6-Methoxy-2-phenyl-1,2,3,4-tetrahydronaphthalen-1-yl)phenyl)piperazine-1-carboxylic acid tert-butyl ester C(C)(C)(C)OC(=O)N1CCN(CC1)C1=CC=C(C=C1)C1C(CCC2=CC(=CC=C12)OC)C1=CC=CC=C1